ClC1=CC=2C=C3CC(CCN3C2N=C1)N1C(CCC1)=O 1-(3-chloro-6,7,8,9-tetrahydropyrido[3,2-b]indolizin-7-yl)-2-oxopyrrolidin